C1(=C(C(=CC(=C1)C)C)OB(O)O)C.C1(=CC(=CC(=C1)C)C)C.C1(=CC(=CC(=C1)C)C)C.C1(=CC(=CC(=C1)C)C)C.C1(=CC(=CC(=C1)C)C)C tetramesitylene (mesityl)borate